Z-1-bromo-2,3,3-trifluoropropene Br\C=C(\C(F)F)/F